O1C(=CC=C1)CO (furan-2-yl)methanol